(1S,3R)-3-aminocyclohexanol N[C@H]1C[C@H](CCC1)O